I.[Ca] calcium hydriodide